O1C(=CC2=C1C=CC=C2)C2=CC=CN1C2=NS(CC1)(=O)=O 9-(1-benzofuran-2-yl)-3,4-dihydropyrido[2,1-c][1,2,4]thiadiazine 2,2-dioxide